2-methyl-4,6-dihydrospiro[cyclopenta[d]thiazole-5,4'-piperidine]-1'-carboxylate CC=1SC2=C(N1)CC1(CCN(CC1)C(=O)[O-])C2